C(C)OC(C1=C(C(=CC=C1)SCC1=CC=CC=C1)Cl)=O 3-(benzylthio)-2-chlorobenzoic acid ethyl ester